FC1=C(C=C(C=C1)F)[C@@H]1N(C[C@H](C1)F)C1=NC2=C(C=CN=C2C=C1)C=1C=NN(C1)C1CCN(CC1)C 2-((2R,4S)-2-(2,5-difluorophenyl)-4-fluoropyrrolidin-1-yl)-8-(1-(1-methylpiperidin-4-yl)-1H-pyrazol-4-yl)-1,5-naphthyridine